CC1(OB(OC1(C)C)C=1C=NN(C1)CCNC(=O)C1CC1)C N-(2-(4-(4,4,5,5-tetramethyl-1,3,2-dioxaborolan-2-yl)-1H-pyrazol-1-yl)ethyl)cyclopropanecarboxamide